2,2'-ethylidenebis(4,6-di-tert-butylphenol) fluorophosphite P(O)(F)OC1=C(C=C(C=C1C(C)(C)C)C(C)(C)C)C(C)C1=C(C(=CC(=C1)C(C)(C)C)C(C)(C)C)O